ClCCCC(=O)NC=1C(C=2C(=CC=NC2C(C1N1CCOCC1)=O)\C=C\C1=CC=C(C=C1)F)=O (E)-4-chloro-N-(4-(4-fluorostyryl)-7-morpholino-5,8-dioxo-5,8-dihydroquinolin-6-yl)butanamide